FC=1C=C(COC2=CC=C(CNC(=O)[C@H]3NCCC3)C=C2)C=CC1 (S)-2-((4-((3-fluorobenzyl)oxy)benzyl)carbamoyl)pyrrolidin